N=1C=NN2C1C=CC(=C2)C(C)N2C[C@@H](N(C[C@H]2C)C=2C=1C(N(C(C2)=O)C)=CN(N1)CC#N)C 2-(7-((2S,5R)-4-(1-([1,2,4]triazolo[1,5-a]pyridin-6-yl)ethyl)-2,5-dimethylpiperazin-1-yl)-4-methyl-5-oxo-4,5-dihydro-2H-pyrazolo[4,3-b]pyridin-2-yl)acetonitrile